C(C)(=O)O[C@H]1C(CC[C@H](C1)C(=C)C)C [(1R,5R)-5-Isopropenyl-2-methyl-cyclohexyl] acetate